C(CCCCCCCCCCCCCCC)(=O)O.C(CCCCCCCCCCCCCCC)(=O)O Palmitic acid (palmitate)